C(C)C(CC1=C(CC(C(C1)C(=O)O)C(=O)O)CC(CCCC)CC)CCCC di(2-ethylhexyl)4-cyclohexene-1,2-dicarboxylic acid